N-(6-(1-methyl-1H-pyrazol-3-yl)-5-(trifluoromethyl)pyridin-3-yl)-1-(2-oxo-1,2-dihydrobenzo[cd]indol-6-yl)-5-(trifluoromethyl)-1H-pyrazole-4-carboxamide CN1N=C(C=C1)C1=C(C=C(C=N1)NC(=O)C=1C=NN(C1C(F)(F)F)C=1C=2C3=C(C(NC3=CC1)=O)C=CC2)C(F)(F)F